2-(4-cyclopropyl-6-methoxypyrimidin-5-yl)-8-(4-(5-methyl-3-(trifluoromethyl)-1H-pyrazol-1-yl)benzyl)-5-cyclopropyl-7,8-dihydro-pteridin-6(5H)-one C1(CC1)C1=NC=NC(=C1C1=NC=2N(CC(N(C2C=N1)C1CC1)=O)CC1=CC=C(C=C1)N1N=C(C=C1C)C(F)(F)F)OC